NC1=C2N=CN(C2=NC(=N1)F)[C@H]1C[C@@H]([C@@](O1)(C#C)CO[P@](=O)(OC1=CC=CC=C1)N[C@@H](CC1=CC=CC=C1)C(=O)OCC(CCCCCCCC)CCCCCCCC)O 2-Octyldecyl ((S)-(((2R,3S,5R)-5-(6-amino-2-fluoro-9H-purin-9-yl)-2-ethynyl-3-hydroxytetrahydrofuran-2-yl)methoxy) (phenoxy)phosphoryl)-L-phenylalaninate